FC(C(=O)O)(F)F.NCCOCCOCCOCCOCCOCCOCCOCCOCCC(=O)NCCC1=CC=C(C=C1)O 1-amino-N-(4-hydroxyphenylethyl)-3,6,9,12,15,18,21,24-octaoxaheptacosan-27-amide trifluoroacetate